FC1=C(C=C2C(CCOC2=C1C=1CCCN(CC1)C(=O)OC(C)(C)C)C)NC1=NC(=CC(=N1)C)NC tert-butyl 5-[7-fluoro-4-methyl-6-[[4-methyl-6-(methylamino)pyrimidin-2-yl] amino]chroman-8-yl]-2,3,4,7-tetrahydroazepine-1-carboxylate